nitrilotrisurethane N(NC(=O)OCC)(NC(=O)OCC)NC(=O)OCC